The molecule is an organic sodium salt having thiopental(1-) as the counter-ion. It has a role as an intravenous anaesthetic. It contains a thiopental(1-). CCCC(C)C1(C(=O)NC(=NC1=O)[S-])CC.[Na+]